COC=1C=C(C=C(C1OC)[Se]C#N)CC(=O)C 1-(3,4-Dimethoxy-5-selenocyanophenyl)acetone